ClC1=NC=C(C(=N1)C1=CN(C2=CC=CC=C12)C(=O)OC(C)(C)C)Cl tert-butyl 3-(2,5-dichloropyrimidin-4-yl)-1H-indole-1-carboxylate